(3-(Difluoromethyl)-1-methyl-1H-indazol-5-yl)carbamic acid tert-butyl ester C(C)(C)(C)OC(NC=1C=C2C(=NN(C2=CC1)C)C(F)F)=O